tert-butyl (2S,6R*)-2-{[(1S)-1-cyano-2-[4-(3-methyl-2-oxo-2,3-dihydro-1,3-benzoxazol-5-yl)phenyl]ethyl]carbamoyl}-6-hydroxy-1,4-oxazepane-4-carboxylate C(#N)[C@H](CC1=CC=C(C=C1)C=1C=CC2=C(N(C(O2)=O)C)C1)NC(=O)[C@H]1OC[C@@H](CN(C1)C(=O)OC(C)(C)C)O |o1:27|